N-methyl-4-(5-(trifluoromethyl)-1,2,4-oxadiazol-3-yl)-benzamide CNC(C1=CC=C(C=C1)C1=NOC(=N1)C(F)(F)F)=O